N1(CCCCC1)CCCOC1=CC=C(C=C1)C=1N(C2=CC=CC=C2C(C1)=O)CC 2-(4-(3-(piperidin-1-yl)propoxy)phenyl)-1-ethylquinolin-4(1H)-one